FC1=C(CN2C(=NC3=NC=C(C=C32)N3C=CC=2N=CN=C(C23)OC)C)C=CC(=C1)F 1-(2,4-difluorobenzyl)-6-(4-methoxy-5H-pyrrolo[3,2-d]pyrimidin-5-yl)-2-methyl-1H-imidazo[4,5-b]pyridine